N-[6-(5-chloro-2-fluorophenyl)-3-[2-(4-methylpiperazin-1-yl)ethoxy]pyridazin-4-yl]-7-methoxyquinolin-4-amine ClC=1C=CC(=C(C1)C1=CC(=C(N=N1)OCCN1CCN(CC1)C)NC1=CC=NC2=CC(=CC=C12)OC)F